[4-[[3-(3-fluoro-4-methoxyphenyl)imidazo[1,2-a]pyrazin-8-yl]amino]-2-methylphenyl]-[4-(4-methyl-1,2,4-triazol-3-yl)piperidin-1-yl]methanone FC=1C=C(C=CC1OC)C1=CN=C2N1C=CN=C2NC2=CC(=C(C=C2)C(=O)N2CCC(CC2)C2=NN=CN2C)C